COCCOC1=C(C=CC=C1)B(O)O (2-(2-methoxyethoxy)phenyl)boronic acid